C(C)S(=O)(=O)C1=CC=C(CNC(C2=CC=C(C=C2)N2[C@@H](CC(C2)C2=CC=C(C=C2)C(F)(F)F)[C@@H](C)O)=O)C=C1 N-(4-(ethylsulfonyl)benzyl)-4-((2S)-2-((R)-1-hydroxyethyl)-4-(4-(trifluoromethyl)phenyl)pyrrolidin-1-yl)benzamide